N-(3-aminophenyl)benzamide benzyl-4-((4-(4-amino-2,6-difluorophenyl)-2,2-dimethylpiperazin-1-yl)methyl)piperidine-1-carboxylate C(C1=CC=CC=C1)OC(=O)N1CCC(CC1)CN1C(CN(CC1)C1=C(C=C(C=C1F)N)F)(C)C.NC=1C=C(C=CC1)NC(C1=CC=CC=C1)=O